FC(CCCCC(=O)NCCC(CCCC)O)(F)F 6,6,6-trifluoro-N-(3-hydroxyheptyl)hexanamide